C1(CC1)C(=O)OC1=CC=C(C=C1)C1=NC(=CC=C1)OCC1=C(C=C(C=C1)C#N)F 1-(4-(6-((4-cyano-2-fluorobenzyl) oxy) pyridin-2-yl) phenyl) cyclopropane-1-carboxylate